N,N-diethyl-2-chloro-5-nitrobenzenesulfonamide C(C)N(S(=O)(=O)C1=C(C=CC(=C1)[N+](=O)[O-])Cl)CC